C(CCCCCCCCCCCCCCCCC)OC(CCC1=CC(=C(C(=C1)C(C)(C)C)O)C(C)(C)C)=O 3-(3',5'-di-tert-butyl-4'-hydroxyphenyl)propionic acid octadecyl ester